1-(4-(difluoromethoxy)phenylethyl)-3-methyl-1,2,3,4-tetrahydropyrido[4',3':3,4]pyrazolo[1,5-a]pyrazin-10(9H)-one FC(OC1=CC=C(C=C1)CCC1NC(CC2=NN3C(C(NC=C3)=O)=C21)C)F